1-[2-(aminomethyl)-3,3-difluoro-allyl]-4-[4-[6-(dimethylamino)-3-pyridyl]-2-thienyl]tetrazol-5-one trifluoroacetate FC(C(=O)O)(F)F.NCC(CN1N=NN(C1=O)C=1SC=C(C1)C=1C=NC(=CC1)N(C)C)=C(F)F